CC1=C(C2=C(N=N1)SC1=C2N=CN=C1N1C[C@@H](CC1)N)C (3R)-1-(3,4-dimethylpyrimido[4',5':4,5]thieno[2,3-c]pyridazin-8-yl)pyrrolidin-3-amine